C1(=CC=CC=C1)SC1=NC(=NC(=N1)C(Cl)(Cl)Cl)C(Cl)(Cl)Cl 2-phenylthio-4,6-bis(trichloromethyl)-sym-triazine